C1(CC1)NC(=S)NC=1C=NN2C1N=C(C=C2)N2[C@H](C[C@H](C2)O)C2=C(C=CC(=C2)F)F 1-cyclopropyl-3-(5-((2R,4R)-2-(2,5-difluorophenyl)-4-hydroxypyrrolidin-1-yl)pyrazolo[1,5-a]pyrimidin-3-yl)thiourea